4-methyl-4-pentene CC(CCC)=C